COC1=CC=C(CN(C2=CC(=C(C(=N2)C=2C(C(=C3C(N(CN=C3C2)COCC[Si](C)(C)C)=O)F)(F)Cl)C(F)(F)F)C)CC2=CC=C(C=C2)OC)C=C1 7-(6-(bis(4-methoxybenzyl)amino)-4-methyl-3-(trifluoromethyl)pyridin-2-yl)-6-chloro-5,6-difluoro-3-((2-(trimethylsilyl)ethoxy)methyl)quinazolin-4(3H)-one